BrC=1C=NC=2N(C1C)C(=CN2)C(=O)N2C[C@H]([C@@]1(CC2)NCC2=CC=CC=C2C1)O (6-bromo-5-methylimidazo[1,2-a]pyrimidin-3-yl)[(3R,3'R)-3'-hydroxy-1,4-dihydro-1'H,2H-spiro[isoquinoline-3,4'-piperidin]-1'-yl]methanone